C(CCCCCCCC)(=O)C([C@H](O)[C@@](O)([C@](O)(COC(CCCCCCCC)=O)C(CCCCCCCC)=O)C(CCCCCCCC)=O)O 1,3,4,5-O-tetranonoyl-xylitol